2-[2,6-dibromo-4-(methoxymethyl)phenyl]ethanol BrC1=C(C(=CC(=C1)COC)Br)CCO